CSC1=C(C=CC=C1)P(N(P(C1=CC=C(C=C1)[Si](CCCC)(CCCC)CCCC)C1=CC=C(C=C1)[Si](CCCC)(CCCC)CCCC)CCCC)C1=C(C=CC=C1)SC N-(bis(2-(methylthio)phenyl)phosphaneyl)-N-butyl-1,1-bis(4-(tributylsilyl)phenyl)phosphanamine